5-Bromo-2-hydroxynicotinamide BrC=1C=NC(=C(C(=O)N)C1)O